2,4-cyclopentadienyl thiol C1(C=CC=C1)S